(S)-N-(1-(5-(6-(3-cyanopyrrolo[1,2-b]pyridazin-7-yl)-4-(isopropylamino)pyridin-3-yl)-1,3,4-thiadiazol-2-yl)-3,3-difluoropiperidin-4-yl)acetamide C(#N)C1=CC=2N(N=C1)C(=CC2)C2=CC(=C(C=N2)C2=NN=C(S2)N2CC([C@H](CC2)NC(C)=O)(F)F)NC(C)C